(R)-((5,5-difluoro-1-(2-methyl-5-((4-(trifluoromethoxy)pyridine-2-yl)amino)benzoyl)piperidin-2-yl)methyl)carbamate FC1(CC[C@@H](N(C1)C(C1=C(C=CC(=C1)NC1=NC=CC(=C1)OC(F)(F)F)C)=O)CNC([O-])=O)F